F[C@H]1CN(CCOC1)C(=O)C1=CC2=C(C=N1)C(=NN2CC(F)(F)F)NC2=NC=CN=C2 [(6S)-6-fluoro-1,4-oxazepan-4-yl]-[3-(pyrazin-2-ylamino)-1-(2,2,2-trifluoro-ethyl)-1H-pyrazolo[4,3-c]pyridin-6-yl]-methanone